6-chloro-3-(((1R)-1-(2-cyano-3-(3,3-difluoro-2-methylazetidin-1-yl)-7-methylquinoxalin-5-yl)ethyl)amino)picolinic acid ClC1=CC=C(C(=N1)C(=O)O)N[C@H](C)C1=C2N=C(C(=NC2=CC(=C1)C)C#N)N1C(C(C1)(F)F)C